C1(=CC=CC=C1)C(CCCCCCC)C(C#N)C#N (1-phenyloctyl)malononitrile